ClC=1C(=CC=C2N=CC(=NC12)C=1C=NN(C1)CC1CN(C1)CC#N)OC=1C=CC2=C(NC(=N2)C)C1 2-(3-((4-(8-Chloro-7-((2-methyl-1H-benzo[d]imidazol-6-yl)oxy)quinoxalin-2-yl)-1H-pyrazol-1-yl)methyl)azetidin-1-yl)acetonitrile